COC=1C(=C2C=CNC2=C(C1)C)CN1[C@@H](C[C@@H](CC1)N1N=CC=C1)C1=C(C(=O)O)C=CC=C1 (2S,4R)-(1-((5-methoxy-7-methyl-1H-indol-4-yl)methyl)-4-(1H-pyrazol-1-yl)piperidin-2-yl)benzoic acid